N-(2-(tert-butyldimethylsiloxy)ethyl)-2-methylpropan-2-amine O([Si](C)(C)C(C)(C)C)CCNC(C)(C)C